ClC1=CC(=C2C(=N1)SC(=N2)N)OC 5-chloro-7-methoxythiazolo[5,4-b]pyridin-2-amine